2-(4,4-Dimethyl-1-piperidyl)-6-(3-fluoro-5-isobutoxyphenyl)-N-(1H-indol-4-ylsulfonyl)pyridin-3-carboxamid CC1(CCN(CC1)C1=NC(=CC=C1C(=O)NS(=O)(=O)C1=C2C=CNC2=CC=C1)C1=CC(=CC(=C1)OCC(C)C)F)C